N-ethyl-5-methyl-2-(propan-2-yl)cyclohexanecarboxamide C(C)NC(=O)C1C(CCC(C1)C)C(C)C